CN1C(=CC(C2=CC=C(C=C12)C(C)N1C[C@@H](N(C[C@H]1C)C=1C=2N=C(N(C2N(C(N1)=O)C)CC)CC#N)C)=O)C 2-(6-((2S,5R)-4-(1-(1,2-dimethyl-4-oxo-1,4-dihydroquinolin-7-yl)ethyl)-2,5-dimethylpiperazin-1-yl)-9-ethyl-3-methyl-2-oxo-3,9-dihydro-2H-purin-8-yl)acetonitrile